N-(1,3-benzodioxol-4-ylmethyl)-1-[2-(3,5-dimethyl-1-piperidyl)-4-pyridyl]methanamine O1COC2=C1C=CC=C2CNCC2=CC(=NC=C2)N2CC(CC(C2)C)C